8-bromo-7-(trifluoromethyl)quinoline BrC=1C(=CC=C2C=CC=NC12)C(F)(F)F